ClC1=C(C=C(C=C1)NC1=NC=CC(=N1)NC1=NC(=NC=C1)C1=NC(=CC=C1)C)CN1CCNCC1 N2-[4-chloro-3-(piperazin-1-ylmethyl)phenyl]-N4-[2-(6-methyl-2-pyridyl)pyrimidin-4-yl]pyrimidine-2,4-diamine